4-((2R,4s,6S)-2-cyano-7-((5-methoxy-7-methyl-1H-indol-4-yl)methyl)-7-azaspiro[3.5]nonan-6-yl)-N-(2-cyclopropyl-2-azaspiro[3.3]heptan-6-yl)benzamide C(#N)C1CC2(C1)C[C@H](N(CC2)CC2=C1C=CNC1=C(C=C2OC)C)C2=CC=C(C(=O)NC1CC3(CN(C3)C3CC3)C1)C=C2